[Si](C1=CC=CC=C1)(C1=CC=CC=C1)(C(C)(C)C)OCC(COC1=CC=C(OC=2C=C(C=C3C=NN(C23)C)C(=O)OC)C=C1)(F)F methyl 7-[4-[3-[tert-butyl(diphenyl)silyl]oxy-2,2-difluoro-propoxy]phenoxy]-1-methyl-indazole-5-carboxylate